2-[[(9S)-4,5,13-trimethyl-7-[4-[3-(4-piperidyloxy)azetidin-1-yl]phenyl]-3-thia-1,8,11,12-tetrazatricyclo[8.3.0.02,6]trideca-2(6),4,7,10,12-pentaen-9-yl]methyl]oxazole CC=1SC=2N3C(=NN=C3[C@@H](N=C(C2C1C)C1=CC=C(C=C1)N1CC(C1)OC1CCNCC1)CC=1OC=CN1)C